COCC(CC(=O)NC)N(C(CNC(\C=C\C1=CC=C(C=C1)C(F)(F)F)=O)=O)CCOC 4-methoxy-3-[2-methoxyethyl-[2-[[(E)-3-[4-(trifluoromethyl)phenyl]prop-2-enoyl]amino]acetyl]amino]-N-methylbutanamide